C(C1=CC=CC=C1)C=1C(=CNC1C)S(=O)(=O)NC1=C(C=C(C=C1)C#N)F 4-benzyl-N-(4-cyano-2-fluoro-phenyl)-5-methyl-1H-pyrrole-3-sulfonamide